(R)-N-(5-chloro-2,4-difluorophenyl)-5-(6-methyl-4-(trifluoromethyl)pyridin-2-yl)-4-oxo-5-azaspiro[2.4]heptane-6-carboxamide ClC=1C(=CC(=C(C1)NC(=O)[C@@H]1N(C(C2(CC2)C1)=O)C1=NC(=CC(=C1)C(F)(F)F)C)F)F